N1COC2=C1C=CC=N2 1,2-dihydrooxazolopyridine